C(C)N1CCN(CC1)CCNC(OC)=O 1-methyl (2-(4-ethylpiperazin-1-yl)ethyl)carbamate